N1(CCC1)C1(CCC1)CNC1=NC(=NC2=C(C=C(C(=C12)OC)F)F)OC[C@]12CCCN2C[C@@H](C1)F N-((1-(azetidin-1-yl)cyclobutyl)methyl)-6,8-difluoro-2-(((2R,7aS)-2-fluorotetrahydro-1H-pyrrolizin-7a(5H)-yl)methoxy)-5-methoxyquinazolin-4-amine